3,3',5,5'-tetra(4-carboxyphenyl)-2,2'-diethoxylbiphenyl C(=O)(O)C1=CC=C(C=C1)C=1C(=C(C=C(C1)C1=CC=C(C=C1)C(=O)O)C1=C(C(=CC(=C1)C1=CC=C(C=C1)C(=O)O)C1=CC=C(C=C1)C(=O)O)OCC)OCC